CNC1=C(C(=O)N)C=CC=C1C1(CC1)C1=C2C=CC=NC2=CC(=C1)C1=CN=C(S1)C 2-(methylamino)-(1-(7-(2-methylthiazol-5-yl)quinolin-5-yl)cyclopropyl)benzamide